FC=1C=C(C=NC1\N=N\C1=CC=C(C=C1)[N+](=O)[O-])O 5-fluoro-6-[(E)-2-(4-nitrophenyl)diazen-1-yl]Pyridin-3-ol